FC=1C=C(C=CC1F)C1(CC1)NCC(=O)OCC ethyl (1-(3,4-difluorophenyl)cyclopropyl)glycinate